benzyl (2R,4R)-2-[[2-[[2-(cyclopropylamino)-2-oxo-ethyl]-methyl-amino]-2-oxo-1-(3-pyridyl) ethyl]-[4-(pentafluoro-λ6-sulfanyl)phenyl]carbamoyl]-4-methoxy-pyrrolidine-1-carboxylate C1(CC1)NC(CN(C(C(C=1C=NC=CC1)N(C(=O)[C@@H]1N(C[C@@H](C1)OC)C(=O)OCC1=CC=CC=C1)C1=CC=C(C=C1)S(F)(F)(F)(F)F)=O)C)=O